2-(3-(3-chloro-5-(trifluoromethyl)pyridin-2-yl)-2-oxo-2,3-dihydrobenzothiazol-5-yloxy)propionic acid ClC=1C(=NC=C(C1)C(F)(F)F)N1C(SC2=C1C=C(C=C2)OC(C(=O)O)C)=O